FC([C@H]1N(C(OC1)=C=O)C=1N=C2N(CCSC3=C2C=CC(=C3)N[C@H](C(=O)N)C)C1)F (S)-2-((2-((S)-4-(difluoromethyl)-2-carbonyloxazolidin-3-yl)-5,6-dihydrobenzo[f]imidazo[1,2-d][1,4]thiazepin-9-yl)amino)propanamide